BrC1=C(SC=C1)C(C)OCC(=O)OC(C)(C)C tert-butyl 2-(1-(3-bromothiophen-2-yl)ethoxy)acetate